titanium ammonium salt [NH4+].[Ti+4]